(S)-N-(5-((1R,5S)-1-(2,5-difluorophenyl)-2-azabicyclo[3.1.0]hexan-2-yl)pyrazolo[1,5-a]pyrimidin-3-yl)-3-hydroxypyrrolidine-1-carboxamide FC1=C(C=C(C=C1)F)[C@@]12N(CC[C@H]2C1)C1=NC=2N(C=C1)N=CC2NC(=O)N2C[C@H](CC2)O